ClC1=CC=2N(N=C1)C=CN2 7-chloro-imidazo[1,2-b]Pyridazine